4-(5-((2-chloro-6-fluorophenyl)amino)-6-methoxy-1H-indazol-1-yl)-N-methylthiophene-2-carboxamide ClC1=C(C(=CC=C1)F)NC=1C=C2C=NN(C2=CC1OC)C=1C=C(SC1)C(=O)NC